(bis[2-hydroxyethyl])-octadecylamine OCCN(CCCCCCCCCCCCCCCCCC)CCO